3-bromo-N-[4-chloro-2-methyl-6-[(methylamino)thionylmethyl]phenyl]-1-(3-chloro-2-pyridinyl)-1H-pyrazole-5-Formamide BrC1=NN(C(=C1)C(=O)NC1=C(C=C(C=C1CS(=O)NC)Cl)C)C1=NC=CC=C1Cl